ClC1=CC=C2C=CN=C(C2=C1)OCCN1CCNCC1 7-chloro-1-(2-(piperazin-1-yl)ethoxy)isoquinoline